4-(3-(1-aminobutan-2-ylidene)azetidin-1-yl)-6-fluoro-N-methyl-2-((2-methylpyrimidin-5-yl)oxy)-9H-pyrimido[4,5-b]indol-8-amine NCC(CC)=C1CN(C1)C1=NC(=NC=2NC3=C(C=C(C=C3C21)F)NC)OC=2C=NC(=NC2)C